OC1=C(C(=CC(=C1)C(F)(F)F)C)C1=CC2=C(N=N1)N(CC2)[C@H]2C[C@@H](CCCC2)O (1R,3R)-3-(3-(2-hydroxy-6-methyl-4-(trifluoromethyl)phenyl)-5,6-dihydro-7H-pyrrolo[2,3-c]pyridazin-7-yl)cycloheptan-1-ol